methyl 4-(chlorosulfonyl)-1-methyl-1H-pyrazole-5-carboxylate ClS(=O)(=O)C=1C=NN(C1C(=O)OC)C